O=C1NC(C[C@@H]1NC(=O)C=1C=C(C=CC1)NC(CCCCCCC(=O)NC1=CC(=CC=C1)C(N[C@@H]1C(NC(C1)=O)=O)=O)=O)=O N1,N8-Bis(3-(((S)-2,5-dioxopyrrolidin-3-yl)carbamoyl)phenyl)octanediamide